8-piperidinyl-4-(4-cyano-3-pyridyl)-3,4-dihydrobenzo[f][1,4]oxazepine N1(CCCCC1)C1=CC2=C(CN(CCO2)C=2C=NC=CC2C#N)C=C1